ClC1=C2C(=NC=C1)NCC2(CC(F)F)C=2C=C(C=CC2)N2C(CN(CC2)C(COC2CCN(CC2)C2=C1C(N(C(C1=CC=C2)=O)C2C(NC(CC2)=O)=O)=O)=O)=O {4-[2-(4-{3-[4-chloro-3-(2,2-difluoroethyl)-1H-pyrrolo[2,3-b]pyridin-3-yl]phenyl}-3-oxopiperazin-1-yl)-2-oxoethoxy]piperidin-1-yl}-2-(2,6-dioxopiperidin-3-yl)isoindole-1,3-dione